C(C1=CC=CC=C1)OC(=O)N[C@@H](C(=O)OC(C)C)CNC(C1=CC(=CC(=C1)F)C1=C(C=NN1CC)Cl)=O (R)-isopropyl 2-(((benzyloxy)carbonyl)amino)-3-(3-(4-chloro-1-ethyl-1H-pyrazol-5-yl)-5-fluorobenzamido)propanoate